C([C@H]([C@@H](C(=O)[O-])O)C(=O)[O-])C(=O)[O-] The molecule is an isocitrate(3-) that is the conjugate base of L-threo-isocitric acid. It has a role as a fundamental metabolite. It is a conjugate base of a L-threo-isocitric acid. It is an enantiomer of a D-threo-isocitrate(3-).